tert-butyl N-[2-[methoxy(methyl)amino]-2-oxo-1-tetrahydrofuran-3-yl-ethyl]carbamate CON(C(C(C1COCC1)NC(OC(C)(C)C)=O)=O)C